6,12-bis-(1H-indazol-5-yl)-2-{5-[(1S,4S)-2-oxa-5-azabicyclo[2.2.1]heptan-5-yl]pentyl}-9-oxa-2,4,14-triazatricyclo[8.4.0.0^{3,8}]tetradeca-1(10),3(8),4,6,11,13-hexaene N1N=CC2=CC(=CC=C12)C=1C=NC=2N(C=3N=CC(=CC3OC2C1)C=1C=C2C=NNC2=CC1)CCCCCN1[C@@H]2CO[C@H](C1)C2